NC=1C2=C(N=CN1)N(C(=C2C(=O)NC2=CC=C(C=C2)COC)C=CC2=CN=CN2C)C2(CC2)C 4-amino-N-(4-(methoxymethyl)phenyl)-6-((1-methyl-1H-imidazol-5-yl)vinyl)-7-(1-methylcyclopropyl)-7H-pyrrolo[2,3-d]pyrimidine-5-carboxamide